CC1(OB(OC1(C)C)C1=CC=2C3(C4=C(C=CC=C4C2C=C1)C1=CC=C(C#N)C=C1)CCCC3)C 4-(2'-(4,4,5,5-tetramethyl-1,3,2-dioxaborolan-2-yl)spiro[cyclopentane-1,9'-fluoren]-8'-yl)benzonitrile